Butyl 4-(1H-Pyrrolo[2,3-b]pyridin-4-yl)-3,6-dihydropyridine-1(2H)-carboxylate N1C=CC=2C1=NC=CC2C=2CCN(CC2)C(=O)OCCCC